COC1=NC=CC(=C1)N1CCN(CC1)C(CCCC1=C2C=CC=NC2=CC=C1)=O 1-(4-(2-methoxypyridin-4-yl)piperazin-1-yl)-4-(quinolin-5-yl)butan-1-one